C(C=C)OC(=O)N1C[C@H]2N(C(C3=C1C=C(C(=C3)OC)OCC3(CC3)CCCBr)=O)CC(C2)=O (S)-8-((1-(3-bromopropyl)cyclopropyl)methoxy)-7-methoxy-2,5-dioxo-2,3,11,11a-tetrahydro-1H-benzo[e]pyrrolo[1,2-a][1,4]diazepine-10(5H)-carboxylic acid allyl ester